diisopropylethanol C(C)(C)C(C)(O)C(C)C